2,6-dimethylpyridine-3,5-dicarboxylic acid CC1=NC(=C(C=C1C(=O)O)C(=O)O)C